C(CCC)[C@@H]1N([C@H](C2=CC=C(C=C2C1)OC)C1=CC=C(C#N)C=C1)C(=O)C=1N=C(SC1)C#C 4-((1S,3S)-3-butyl-2-(2-ethynylthiazole-4-carbonyl)-6-methoxy-1,2,3,4-tetrahydroisoquinolin-1-yl)benzonitrile